6-(2-hydroxyethylamino)-s-triazin OCCNC1=NC=NC=N1